1-(p-tolyl)cyclohexane-1,4-diamine C1(=CC=C(C=C1)C1(CCC(CC1)N)N)C